1-[5-(2-fluorophenyl)-1-(pyrrol-3-ylsulfonyl)-1H-pyrrol-3-yl]-N-methylmethylamine FC1=C(C=CC=C1)C1=CC(=CN1S(=O)(=O)C1=CNC=C1)CNC